C(C)OC(=O)C1=NOC(=C1)C=1N=C2N(C(NC(=C2C2=CC=NC=C2)C2=CC=CC=C2)=O)C1 5-(5-oxo-7-phenyl-8-(pyridin-4-yl)-5,6-dihydroimidazo[1,2-c]pyrimidin-2-yl)isoxazole-3-carboxylic acid ethyl ester